(3-(((8-fluoroquinoxalin-6-yl)methyl)amino)pyridin-4-yl)piperazine-1-carboxylic acid tert-butyl ester C(C)(C)(C)OC(=O)N1C(CNCC1)C1=C(C=NC=C1)NCC=1C=C2N=CC=NC2=C(C1)F